N-tetradecyldimethylbenzyl-ammonium chloride monohydrate O.[Cl-].C(CCCCCCCCCCCCC)[N+](CC1=CC=CC=C1)(C)C